2-fluoro-2-(Piperidin-4-ylidene)ethyl acetate C(C)(=O)OCC(=C1CCNCC1)F